NC1=NC=CC=2N1C(=NC2C2CN(CCC2)CC#CC)C=2C=CC(=NC2)C(=O)NC2=NC=CC=C2 5-(5-amino-1-(1-(but-2-ynyl)piperidin-3-yl)imidazo[1,5-c]pyrimidin-3-yl)-N-(pyridin-2-yl)pyridinecarboxamide